(E)-1-(1,2-dibromovinyl)-4-trifluoromethylbenzene Br\C(=C\Br)\C1=CC=C(C=C1)C(F)(F)F